CC=1C(=C(C(=CC1)C)C1N(CCC1)C(=O)[O-])C1N(CCC1)C(=O)[O-] 3,6-dimethyl-1,2-phenylenebis(pyrrolidine-1-carboxylate)